6,6-dimethyl-6,7-dihydro-5H-[1,2,4]triazolo[3,4-b][1,3]oxazin-3(2H)-one CC1(CN2C(OC1)=NNC2=O)C